12-(2,6-dimethylphenyl)-20-(2-methylpropyl)-15-oxa-8λ6-thia-1,9,11,18,22-pentaazatetracyclo[14.4.1.13,7.110,14]tricosa-3(23),4,6,10,12,14(22)-hexaene-2,8,8-trione CC1=C(C(=CC=C1)C)C=1N=C2NS(C3=CC=CC(C(N4C(CNCC(OC(C1)=N2)C4)CC(C)C)=O)=C3)(=O)=O